Cl.ClC=1C(=NC=CC1)O[C@@H]1CN(CC1)C1=C(C=C(C=C1)C1=CC=CC=C1)CN (S)-(4-(3-(3-chloropyridin-2-yloxy)pyrrolidin-1-yl)biphenyl-3-yl)methylamine hydrochloride